ClC=1C=C(C=CC1N1C(N(CC1)C)=O)C1=C(C(=CC(=C1)F)C=1C=C(C(=NC1)C(=O)OC)N1CCNCC1)O methyl 5-(3'-chloro-5-fluoro-2-hydroxy-4'-(3-methyl-2-oxoimidazolidin-1-yl)-[1,1'-biphenyl]-3-yl)-3-(piperazin-1-yl)picolinate